[Sn].[In].[Ga].[Au] gold gallium indium tin